NC1=CC(=C(C=C1)C1CCN(CC1)[C@@H]1CC[C@H](CC1)NC(OC(C)(C)C)=O)F trans-tert-butyl (4-(4-(4-amino-2-fluorophenyl)piperidin-1-yl)cyclohexyl)carbamate